1,2,3,4-cycloPentantetracarboxylic acid C1(C(C(C(C1)C(=O)O)C(=O)O)C(=O)O)C(=O)O